Caprylyl-Glycine C(CCCCCCC)(=O)NCC(=O)O